N1C2N(CC1=O)C(CC2)=O 3,6,7,7a-tetrahydro-1H-pyrrolo[1,5-a]imidazole-2,5-dione